(+/-)-2-((8-amino-7-fluoro-6-(8-hydroxy-4-methyl-5,6,7,8-tetrahydro-1,5-naphthyridin-3-yl)isoquinolin-3-yl)amino)-6-methyl-5,6-dihydro-4H-pyrazolo[1,5-d][1,4]diazepin-7(8H)-one NC=1C(=C(C=C2C=C(N=CC12)NC1=NN2CC(N(CCC2=C1)C)=O)C=1C=NC=2[C@@H](CCNC2C1C)O)F |r|